OC1(CCN(CC1)C1=NC=CC(=N1)NC=1N=CC2=C(C=CC(=C2C1)C1CN(C1)C(C=C)=O)N1[C@@H]([C@H](C1)CS(=O)(=O)C)C)C 1-(3-(3-((2-(4-hydroxy-4-methyl-piperidin-1-yl)pyrimidin-4-yl)amino)-8-((2R,3S)-2-methyl-3-((methylsulfonyl)methyl)azetidin-1-yl)isoquinolin-5-yl)azetidin-1-yl)prop-2-en-1-one